[Y].[Sc] Scandium-yttrium